(2s,4r)-4-(difluoromethyl)-1-((4-phenoxybenzoyl)glycyl)pyrrolidine FC([C@@H]1CCN(C1)C(CNC(C1=CC=C(C=C1)OC1=CC=CC=C1)=O)=O)F